C(CC(=O)N[C@@H](CS[Se])C(=O)NCC(=O)O)[C@@H](C(=O)O)N The molecule is a glutathione derivative that is glutathione in which the hydrogen attached to the sulfur is replaced by a selenol group. It has a role as a metabolite and an Escherichia coli metabolite. It is a glutathione derivative and a thioselenide. It contains a selenol group. It is a conjugate acid of a glutathioselenol(1-).